(+/-)-β-pinene C12C(CCC(C1(C)C)C2)=C